2-(3-methoxy-4-methylphenyl)-1-[(3S)-3-{[6-methyl-5-(1-methyl-1H-imidazol-4-yl)pyridin-2-yl]amino}pyrrolidin-1-yl]ethan-1-one COC=1C=C(C=CC1C)CC(=O)N1C[C@H](CC1)NC1=NC(=C(C=C1)C=1N=CN(C1)C)C